2-(3,6-dimethoxycarbazol-9-yl)ethylphosphonic acid COC=1C=CC=2N(C3=CC=C(C=C3C2C1)OC)CCP(O)(O)=O